4-[5-(2-aminoethyl)pyrimidin-2-yl]-3-(5-methyl-1-pyridin-2-ylpyrazol-4-yl)oxybenzonitrile NCCC=1C=NC(=NC1)C1=C(C=C(C#N)C=C1)OC=1C=NN(C1C)C1=NC=CC=C1